CNCC(=O)OCC=1C(=NC=CC1)N(C(=O)OC(C)N1C=NC=C1C1=C(N=C2N1C=CC=N2)C2=NC(=NN2)C(F)(F)F)C {2-[methyl({[1-(5-{2-[3-(trifluoromethyl)-1H-1,2,4-triazol-5-yl]imidazo[1,2-a]pyrimidin-3-yl}-1H-imidazol-1-yl)ethoxy]carbonyl})amino] pyridin-3-yl}methyl 2-(methylamino)acetate